FCCCN1CC(C1)OC=1C=C(C=CC1)C1=CCCCC2=C1C=CC(=C2)C(=O)OC methyl 9-(3-((1-(3-fluoropropyl)azetidin-3-yl)oxy)phenyl)-6,7-dihydro-5H-benzo[7]annulene-3-carboxylate